pyrimidyl-copper zinc [Zn].N1=C(N=CC=C1)[Cu]